8-(1-((3,5-difluorophenyl)amino)propyl)-N,N-dimethyl-2-morpholino-4-oxo-4H-chromene-6-carboxamide FC=1C=C(C=C(C1)F)NC(CC)C=1C=C(C=C2C(C=C(OC12)N1CCOCC1)=O)C(=O)N(C)C